CC1=CC=C(C=N1)NC=1C=C(C(=NC1)C=1N=NC(=CC1)N1C[C@H](NCC1)C(C)C)O 5-[(6-methylpyridin-3-yl)amino]-2-{6-[(3R)-3-(propan-2-yl)piperazin-1-yl]pyridazin-3-yl}pyridin-3-ol